C1(CCC1)C1=CN(C2=NC=CC(=C21)OC2=C(C=C(C=C2F)NC(=O)NCC2(COC2)F)F)S(=O)(=O)C2=CC=C(C=C2)C N-(4-{[3-cyclobutyl-1-(4-methylbenzene-1-sulfonyl)-1H-pyrrolo[2,3-b]pyridin-4-yl]oxy}-3,5-difluorophenyl)-N'-[(3-fluorooxetan-3-yl)methyl]urea